S1N(C=CC=C1)N Thiazin-2-ylamine